NC1=NC=C(C2=C1C(=C(S2)C2=CC=C(C=C2)NC(C(=C)C)=O)C2=CC=C(C=C2)OC2=NC=CC(=N2)C)C=2C=NNC2 N-(4-(4-amino-3-(4-((4-methylpyrimidin-2-yl)oxy)phenyl)-7-(1H-pyrazol-4-yl)thieno[3,2-c]pyridin-2-yl)phenyl)methacrylamide